(1E,2E)-2-(2-(3-fluorophenyl)hydrazono)acetaldehyde O-benzyl oxime C(C1=CC=CC=C1)O\N=C\C=N\NC1=CC(=CC=C1)F